5,6-dichloro-isoindoline ClC=1C=C2CNCC2=CC1Cl